(S)-2-((6-((5-chloro-2-(4-(2-(2,6-dioxopiperidin-3-yl)-1-oxoisoindolin-5-yl)piperazin-1-yl)pyrimidin-4-yl)amino)-1-methyl-2-oxo-1,2-dihydroquinolin-3-yl)oxy)-N-methylacetamide ClC=1C(=NC(=NC1)N1CCN(CC1)C=1C=C2CN(C(C2=CC1)=O)[C@@H]1C(NC(CC1)=O)=O)NC=1C=C2C=C(C(N(C2=CC1)C)=O)OCC(=O)NC